Cl.FC(C1=CC=C(OC2CCNCC2)C=C1)(F)F 4-[4-(trifluoromethyl)phenoxy]piperidine hydrogen chloride salt